benzyl (5-((2S,4S)-1-((R)-2-(2-naphthamido)-3-cyclohexylpropanoyl)-4-azidopyrrolidine-2-carboxamido)-7-amino-6-hydroxy-7-oxoheptyl)carbamate C1=C(C=CC2=CC=CC=C12)C(=O)N[C@@H](C(=O)N1[C@@H](C[C@@H](C1)N=[N+]=[N-])C(=O)NC(CCCCNC(OCC1=CC=CC=C1)=O)C(C(=O)N)O)CC1CCCCC1